3-glycidoxypropyl-methoxydimethylsilane C(C1CO1)OCCC[Si](C)(C)OC